CC1=CC2=C(N(CCC(N2)=O)CC2=CC=C(C(=O)NO)C=C2)C=C1C 4-((7,8-dimethyl-4-oxo-2,3,4,5-tetrahydro-1H-benzo[b][1,4]diazepin-1-yl)methyl)-N-hydroxybenzoamide